4-[3-Bromo-2-hydroxy-5-(4-methoxy-phenoxy)-phenyl]-4-oxo-butyric acid ethyl ester C(C)OC(CCC(=O)C1=C(C(=CC(=C1)OC1=CC=C(C=C1)OC)Br)O)=O